(S)-N-(4-(((8-Bromo-2-(2-(hydroxymethyl)pyrrolidin-1-yl)pyrazolo[1,5-a][1,3,5]triazin-4-yl)amino)methyl)phenyl)acetamide BrC=1C=NN2C1N=C(N=C2NCC2=CC=C(C=C2)NC(C)=O)N2[C@@H](CCC2)CO